2-(4-(5-chloropyrimidin-2-yl)piperidin-1-yl)-4-((6-(hydroxymethyl)bicyclo[3.2.0]heptane-6-yl)amino)-6,7-dihydrothieno[3,2-d]pyrimidine 5,5-dioxide ClC=1C=NC(=NC1)C1CCN(CC1)C=1N=C(C2=C(N1)CCS2(=O)=O)NC2(C1CCCC1C2)CO